ClCC(=O)N1CC(C1)O 2-chloro-1-(3-hydroxyazetidin-1-yl)ethan-1-one